4-((5-chloro-2-((2-(difluoromethoxy)-4-(4-ethylpiperazin-1-yl)phenyl)amino)pyrimidin-4-yl)amino)thiophene-3-carboxamide ClC=1C(=NC(=NC1)NC1=C(C=C(C=C1)N1CCN(CC1)CC)OC(F)F)NC=1C(=CSC1)C(=O)N